C1=CC(C)OS1(=O)=O 1-butene-1,3-sultone